Tert-butyl N-[(1S)-1-(3-chlorophenyl)-2-cyanoethyl]carbamate ClC=1C=C(C=CC1)[C@H](CC#N)NC(OC(C)(C)C)=O